(S)-1-(2-((t-butoxycarbonyl)amino)propyl)-5-chloro-6-oxo-1,6-dihydropyridine-3-carboxylic acid C(C)(C)(C)OC(=O)N[C@H](CN1C=C(C=C(C1=O)Cl)C(=O)O)C